{(2R)-4-[3-(2-chlorophenoxy)-6-nitro-2-(trifluoromethyl)phenyl]-1-methylpiperazin-2-yl}methyl methanesulfonate CS(=O)(=O)OC[C@@H]1N(CCN(C1)C1=C(C(=CC=C1[N+](=O)[O-])OC1=C(C=CC=C1)Cl)C(F)(F)F)C